NC1=NC(=CC(=N1)N1CCC2(C[C@H](NC2)C(=O)OCC)CC1)COC1=CC=C(C=C1)C1=CC=C2C(=NNC2=C1)C (S)-ethyl 8-(2-amino-6-((4-(3-methyl-1H-indazol-6-yl)phenoxy)methyl)pyrimidin-4-yl)-2,8-diazaspiro[4.5]decane-3-carboxylate